C1(CCCC1)NC=1C2=C(N=C(N1)C(C)=O)C=CC=N2 1-[4-(Cyclopentylamino)pyrido[3,2-d]pyrimidin-2-yl]ethanone